(2-amino-6-bromo-3-((tetrahydrofuran-3-yl)amino)phenyl)methanol methyl-2-((3,4-dimethoxystyryl)oxy)propanoate CC(C(=O)OCC1=C(C(=CC=C1Br)NC1COCC1)N)(C)OC=CC1=CC(=C(C=C1)OC)OC